Fluoro-dihydroxyphenylalanine F[C@](N(O)O)(CC1=CC=CC=C1)C(=O)O